C(C)(C)(C)S(=O)NC(C(F)(F)F)[C@H]1CN(CC1)C(=O)OCC1=CC=CC=C1 benzyl (3R)-3-(1-((tert-butylsulfinyl)amino)-2,2,2-trifluoroethyl)pyrrolidine-1-carboxylate